C(C1=CC=C(C=C1)C(C(C)(C)O)=O)C1=CC=C(C=C1)C(C(C)(O)C)=O 1,1'-(methylene-bis-4,1-phenylene)bis[2-hydroxy-2-methylpropan-1-one]